6-methylpyrazolo[1,5-a]pyridine CC=1C=CC=2N(C1)N=CC2